C(CCC)N1CC(O[Sn]2(OC(C1)C)OC(CN(CC(O2)C)CCCC)C)C 4,12-dibutyl-2,6,10,14-tetramethyl-1,7,9,15-tetraoxa-4,12-diaza-8-stannaspiro[7.7]pentadecane